2-Fluoro-N-{6-methyl-3-[(4-methyl-1-piperazinyl)carbonyl]-4,5,6,7-tetrahydro-1-benzothien-2-yl}benzamid FC1=C(C(=O)NC=2SC3=C(C2C(=O)N2CCN(CC2)C)CCC(C3)C)C=CC=C1